FC=1C(=CC(=C(C1)NC=1N=C(C2=C(N1)NC=C2)NC=2C=CC=C1CCN(C21)S(=O)(=O)C)OC)N2CCC(CC2)N2CCN(CC2)C N2-(5-fluoro-2-methoxy-4-(4-(4-methylpiperazin-1-yl)piperidin-1-yl)phenyl)-N4-(1-(methylsulfonyl)indolin-7-yl)-7H-pyrrolo[2,3-d]pyrimidine-2,4-diamine